BrC=1C=C2C(=CNC2=CC1)/C(/C#N)=C/C=1C=NC=CC1SCCN(C)C (Z)-2-(5-bromo-1H-indol-3-yl)-3-(4-(2-(dimethylamino)ethylsulfanyl)pyridin-3-yl)-acrylonitrile